3-(5-(4-((2-oxa-7-azaspiro[3.5]nonan-7-yl)methyl)-1-(oxetan-3-yl)-1H-pyrrolo[2,3-b]pyridin-6-yl)-1-oxoisoindolin-2-yl)piperidine-2,6-dione C1OCC12CCN(CC2)CC2=C1C(=NC(=C2)C=2C=C3CN(C(C3=CC2)=O)C2C(NC(CC2)=O)=O)N(C=C1)C1COC1